ClC1=C(C=C2C(=C(NC2=C1F)C1=NC(=NN1)[C@H](C)F)C=1C=NNC1)OC (S)-6-chloro-7-fluoro-2-(3-(1-fluoroethyl)-1H-1,2,4-triazol-5-yl)-5-methoxy-3-(1H-pyrazol-4-yl)-1H-indole